6'-chloro-5-((4,4-difluoropiperidin-1-yl)methyl)-3,4'-difluoro-2,3'-bipyridine ClC1=CC(=C(C=N1)C1=NC=C(C=C1F)CN1CCC(CC1)(F)F)F